methyl (2S,4R)-1-((anthracene-2-carbonyl)glycyl)-4-(methylsulfonyl)pyrrolidine-2-carboxylate C1=C(C=CC2=CC3=CC=CC=C3C=C12)C(=O)NCC(=O)N1[C@@H](C[C@H](C1)S(=O)(=O)C)C(=O)OC